C(CCCCCCCCCCCC)(=O)OC(C)C isopropyl tridecanoate